(S)-2-[4-(2-{5-chloro-2-oxo-1,2-dihydrospiro[indole-3,4'-piperidin]-1'-yl}ethoxy)phenyl]-1λ6-thiolane-1,1-dione ClC=1C=C2C(=CC1)NC(C21CCN(CC1)CCOC1=CC=C(C=C1)[C@H]1S(CCC1)(=O)=O)=O